2-[6-bromo-3-(ethylsulfanyl)pyridin-2-yl]-4-iodo-3-methyl-6-(trifluoromethyl)-3H-imidazo[4,5-c]pyridine BrC1=CC=C(C(=N1)C1=NC2=C(C(=NC(=C2)C(F)(F)F)I)N1C)SCC